N-(3-chloro-4-fluorophenyl)-2-methyl-2,3-dihydrobenzo[d]isothiazole-4-carboxamide 1,1-dioxide ClC=1C=C(C=CC1F)NC(=O)C=1C=CC=C2C1CN(S2(=O)=O)C